tris(p-tert-butylphenyl)sulfonium trifluoromethanesulfonic acid salt FC(S(=O)(=O)[O-])(F)F.C(C)(C)(C)C1=CC=C(C=C1)[S+](C1=CC=C(C=C1)C(C)(C)C)C1=CC=C(C=C1)C(C)(C)C